C(C1=CC=CC=C1)N(C(=O)C=1N=CC2=CC=CC=C2C1)C1CCN(CC1)S(=O)(=O)CCC(F)(F)F N-benzyl-N-(1-((3,3,3-trifluoropropyl)sulfonyl)piperidin-4-yl)isoquinoline-3-carboxamide